diethyl-2,2,14,14-tetramethyl-8-oxopentadecanedioate C(C)OC(C(CCCCCC(CCCCCC(C(=O)OCC)(C)C)=O)(C)C)=O